BrC1=C2C=NN(C2=CC(=C1OCC(F)(F)F)C)C1OCCCC1 4-bromo-6-methyl-1-(tetrahydro-2H-pyran-2-yl)-5-(2,2,2-trifluoroethoxy)-1H-indazole